rac-tert-butyl (3R,5S)-3-((tert-butyldiphenylsilyl)oxy)-5-((Z)-N'-hydroxycarbamimidoyl)piperidine-1-carboxylate [Si](C1=CC=CC=C1)(C1=CC=CC=C1)(C(C)(C)C)O[C@H]1CN(C[C@H](C1)/C(/N)=N/O)C(=O)OC(C)(C)C |r|